(S)-N-(1-(6-bromo-1-(3-cyanocyclobutyl)-5-fluoro-1H-indol-3-yl)-2,2-difluoroethyl)cyclopropanesulfonamide BrC1=C(C=C2C(=CN(C2=C1)C1CC(C1)C#N)[C@@H](C(F)F)NS(=O)(=O)C1CC1)F